METHOXYSILANE CO[SiH3]